FC(C1=CC(=C(OCC2=NC=CC(=C2)O[C@@H]2CN(CC2)CC2=NC3=C(N2C[C@H]2OCC2)C=C(C=C3)C(=O)O)C=C1)F)F 2-{[(3S)-3-[(2-{[4-(difluoromethyl)-2-fluorophenoxy]methyl}pyridin-4-yl)oxy]pyrrolidin-1-yl]methyl}-1-{[(2S)-oxetan-2-yl]methyl}-1H-1,3-benzodiazole-6-carboxylic acid